C(C1=CC=CC=C1)OC(=O)N[C@@H]1CN(C[C@@H](CC1)F)C(=O)OCC1=CC=CC=C1 benzyl (3S,6R)-3-(((benzyloxy)carbonyl)amino)-6-fluoroazepane-1-carboxylate